cis-2-[8-dimethylamino-1-(oxetan-3-yl-methyl)-2-oxo-8-phenyl-1,3-diazaspiro[4.5]decan-3-yl]-benzamide CN(C1(CCC2(CN(C(N2CC2COC2)=O)C2=C(C(=O)N)C=CC=C2)CC1)C1=CC=CC=C1)C